isononylacetat C(CCCCCC(C)C)OC(C)=O